C(C1=CC=CC=C1)C(C(=O)O)(C(=O)NC)OC[C@H]1O[C@H]([C@@H]([C@@]1(O)C#C)O)N1C2=NC(=NC(=C2N=C1)NCC1CC1)Cl 2-benzyl-2-(((2r,3s,4r,5r)-5-(2-chloro-6-((cyclopropylmethyl)amino)-9H-purin-9-yl)-3-ethynyl-3,4-dihydroxytetrahydro-furan-2-yl)methoxy)-3-(methylamino)-3-oxopropanoic acid